OCCCCCCCCCCCCNC(CCCCC(=O)NCCCCCCCCCCCCO)=O N,N'-di(12-hydroxydodecyl)adipamide